4-(1H-imidazol-1-yl)butan-2-ol N1(C=NC=C1)CCC(C)O